5-[(Acetyloxy)methoxy]-4-(2-Fluoro-7-methyl-9-anthracenyl)-2,6-dimethyl-3(2H)-pyridazinon C(C)(=O)OCOC1=C(C(N(N=C1C)C)=O)C=1C2=CC(=CC=C2C=C2C=CC(=CC12)F)C